N-[(2S)-1-(4-(tert-butyloxycarbonyl)piperazin-1-yl)-5-[[(1R,2S)-2-(4-fluorophenyl)cyclopropyl](prop-2-en-1-yl)amino]-1-oxopentan-2-yl]-4-(1H-1,2,3-triazol-1-yl)benzamide C(C)(C)(C)OC(=O)N1CCN(CC1)C([C@H](CCCN(CC=C)[C@H]1[C@@H](C1)C1=CC=C(C=C1)F)NC(C1=CC=C(C=C1)N1N=NC=C1)=O)=O